butyl (S)-4-(2-(4-benzyl-2-oxooxazolidin-3-yl)-2-oxoethyl)piperidine-1-carboxylate C(C1=CC=CC=C1)[C@@H]1N(C(OC1)=O)C(CC1CCN(CC1)C(=O)OCCCC)=O